2,2-dichloro-1-(3-methyl-2,3-dihydro-1,4-benzoxazin-4-yl)ethanone ClC(C(=O)N1C(COC2=C1C=CC=C2)C)Cl